O1C(OCC1)C1=C(C=CC=C1OCC1=CC=C(C=C1)OC)N1N=CC(=C1)CC(=O)O 2-(1-(2-(1,3-dioxolan-2-yl)-3-((4-methoxybenzyl)oxy)phenyl)-1H-pyrazol-4-yl)acetic acid